CN1C(=CC2=CC(=CC=C12)N(C1=NC(=NC=C1)NCCC1=CNC2=CC=C(C=C12)OC)C)C N4-(1,2-dimethyl-1H-indol-5-yl)-N2-[2-(5-methoxy-1H-indol-3-yl)ethyl]-N4-methylpyrimidine-2,4-diamine